4,5-dimethylfuran-2(5H)-one CC1=CC(OC1C)=O